ClC=1C=C2C(=NC1)C(=C(O2)C2=CC=NC=C2)C2=CC=CC=C2 6-chloro-3-phenyl-2-(pyridin-4-yl)furo[3,2-b]pyridine